N1C=CC2=CC(=CC=C12)S(=O)(=O)N1C=C(C=C1)C(=O)NC1=CC(=CC=C1)C(C)C 1-((1H-indol-5-yl)sulfonyl)-N-(3-isopropylphenyl)-1H-pyrrole-3-carboxamide